N-(1-(2-chloro-4-methoxyphenyl)prop-2-ylidene)-2-methylpropan-2-sulfinamide ClC1=C(C=CC(=C1)OC)CC(C)=NS(=O)C(C)(C)C